2-benzyl-7-Fluoro-1-methyl-2,3-dihydroisoquinolin-4(1H)-one C(C1=CC=CC=C1)N1C(C2=CC(=CC=C2C(C1)=O)F)C